(S)-4-(2-(4-(2-acetyl-5-chlorophenyl)-5-methoxy-2-oxopyridin-1(2H)-yl)-4-(tert-butoxy)butyrylamino)benzoic acid C(C)(=O)C1=C(C=C(C=C1)Cl)C1=CC(N(C=C1OC)[C@H](C(=O)NC1=CC=C(C(=O)O)C=C1)CCOC(C)(C)C)=O